androst-1,4-diene C[C@@]12CCC[C@H]1[C@@H]1CCC3=CCC=C[C@]3(C)[C@H]1CC2